ClC1=CC2=C(C(=N1)C(=O)OC)C=C(N2C)C2=CC=C(C=C2)S(=O)(=O)C methyl 6-chloro-1-methyl-2-(4-methylsulfonylphenyl)pyrrolo[3,2-c]pyridine-4-carboxylate